Cl.Cl.FC=1C=C(C=CC1)[C@@H](C)C=1N=C2N(N=C(C=C2)N)C1 (1R)-1-(3-fluorophenyl)ethylimidazo[1,2-b]pyridazin-6-amine dihydrochloride